2-diazo-2-(4-chlorophenyl)acetic acid methyl ester COC(C(C1=CC=C(C=C1)Cl)=[N+]=[N-])=O